6-(4-amino-1-(tert-butyl)-1H-pyrazolo[3,4-d]pyrimidin-3-yl)-N-phenethyl-1H-indole-2-carboxamide NC1=C2C(=NC=N1)N(N=C2C2=CC=C1C=C(NC1=C2)C(=O)NCCC2=CC=CC=C2)C(C)(C)C